CN1[C@H](CCC1)CO ((R)-1-methylpyrrolidin-2-yl)methanol